C1(=CC=CC=C1)S(=O)(=O)N1C=CC=2C1=NC(=CC2)Br 1-(benzenesulfonyl)-6-bromo-pyrrolo[2,3-b]pyridine